CCC(CCCCCCC)S(=O)N(C(CCCCCCCCC(=O)OCC(CCCCCC)CCCC)CCCCCCCCC(=O)OCC(CCCCCC)CCCC)CC1CCN(CC1)C bis(2-butyloctyl) 10-((decan-3-ylsulfinyl)((1-methylpiperidin-4-yl)methyl)amino)nonadecanedioate